3-Ethyl-2,6-dimethoxy-benzenesulfonic acid C(C)C=1C(=C(C(=CC1)OC)S(=O)(=O)O)OC